FC1=C(C=CC=C1OC)C1=CC=C(C=C1)CCCNC(C1=C(N=CC=C1)C)=O N-(3-(2'-fluoro-3'-methoxy-[1,1'-biphenyl]-4-yl)propyl)-2-methylnicotinamide